(3-fluoro-[2,3'-bipyridine]-2'-yl)((1S,4S,6R)-6-((5-(trifluoromethyl)pyridin-2-yl)amino)-2-azabicyclo[2.2.1]hept-2-yl)methanone FC=1C(=NC=CC1)C=1C(=NC=CC1)C(=O)N1[C@@H]2[C@@H](C[C@H](C1)C2)NC2=NC=C(C=C2)C(F)(F)F